ClC1=C2CN(C(C2=C(C=C1)NC1=C(C(C1=O)=O)OC)=O)C1=C(C(=O)OC)C=CC(=C1)OC methyl 2-(4-chloro-7-((2-methoxy-3,4-dioxocyclobut-1-en-1-yl) amino)-1-oxoisoindolin-2-yl)-4-methoxybenzoate